C(OCOP(=O)(O)OCOC1=C(C=C(C=C1OC)C=1NC(=C(N1)C1=CC=CC=C1)C=1SC=CC1)OC)(OC(C)C)=O ((((2,6-Dimethoxy-4-(4-phenyl-5-(thiophen-2-yl)-1H-imidazol-2-yl)phenoxy)methoxy)(hydroxy)phosphoryl)oxy)methyl isopropyl carbonate